1-Ethyl-2-butylpyridinium cyanid [C-]#N.C(C)[N+]1=C(C=CC=C1)CCCC